(3R)-3-(1-oxo-5-((1-(4-oxopiperidin-1-yl)propan-2-yl)oxy)isoindolin-2-yl)piperidine-2,6-dione O=C1N(CC2=CC(=CC=C12)OC(CN1CCC(CC1)=O)C)[C@H]1C(NC(CC1)=O)=O